FC1=C(C(=CC(=C1)F)C)C1=NC(=NC=C1C)C(=O)O 4-(2,4-difluoro-6-methylphenyl)-5-methylpyrimidine-2-carboxylic acid